(((5r,7s)-3-(5-(tert-butyl)pyrazin-2-yl)-8,8-difluoro-2-oxo-1-oxa-3-azaspiro[4.5]decan-7-yl)methyl)-1H-benzo[d]imidazole-6-carbonitrile C(C)(C)(C)C=1N=CC(=NC1)N1C(O[C@@]2(C1)C[C@H](C(CC2)(F)F)CN2C=NC1=C2C=C(C=C1)C#N)=O